n-butyltin C(CCC)[Sn]